4-[4-cyano-2-methyl-6-(4,4,5,5-tetramethyl-1,3,2-dioxaborolan-2-yl)indazol-3-yl]-2-(difluoromethoxy)-6-methoxy-N-[[rel-(1R)-2,2-difluorocyclopropyl]methyl]benzamide C(#N)C=1C2=C(N(N=C2C=C(C1)B1OC(C(O1)(C)C)(C)C)C)C1=CC(=C(C(=O)NC[C@@H]2C(C2)(F)F)C(=C1)OC)OC(F)F |o1:29|